C(C1=CC=CC=C1)C1=NC=2N(C=C(NC2SC2=CC=CC=C2)\C=C\C2=CC=C(C=C2)O)C1=O (E)-2-benzyl-6-(4-hydroxystyryl)-8-(phenylthio)imidazo[1,2-a]pyrazin-3(7H)-one